4-[5-ethoxy-2,8-dimethyl-3-(1,3,4-oxadiazole-2-yl)-1,4-dihydro-1,6-naphthyridine-4-yl]-3-methoxybenzonitrile C(C)OC1=C2C(C(=C(NC2=C(C=N1)C)C)C=1OC=NN1)C1=C(C=C(C#N)C=C1)OC